1-chloro 2,3,4,6-tetra-O-acetyl-β-D-galactopyranoside C(C)(=O)O[C@H]1[C@H](OCl)O[C@@H]([C@@H]([C@@H]1OC(C)=O)OC(C)=O)COC(C)=O